C(C)OC(=O)C=1N(C=CN1)C1COC1 (oxetan-3-yl)-1H-imidazole-2-carboxylic acid ethyl ester